CC(C[C@H](NC(=O)C1CC(=NO1)C1=CC(=CC=C1)C1=NC=CC=C1)[B])C ((1R)-3-methyl-1-(3-(3-(pyridin-2-yl)phenyl)-4,5-dihydroisoxazole-5-carboxamido)butyl)boron